C1(CC1)C=1C=NC(=NC1)[C@@H](C)N1N=CC2=C(C=CC(=C12)C(=O)NC1CC2(CC(C2)C(=O)O)C1)C#CC (Sa,R)-6-(1-(1-(5-cyclopropylpyrimidine-2-yl)ethyl)-4-(propane-1-yn-1-yl)-1H-indazole-7-carboxamido)spiro[3.3]heptane-2-carboxylic acid